6-cyano-N-((2-fluorophenyl)sulfonyl)benzofuran-2-carboxamide C(#N)C1=CC2=C(C=C(O2)C(=O)NS(=O)(=O)C2=C(C=CC=C2)F)C=C1